NC=1C=C(C(=O)OC)C=CC1S(=O)(=O)CC1=CC=C(C=C1)C(F)(F)F methyl 3-amino-4-((4-(trifluoromethyl)benzyl)sulfonyl)benzoate